N-(5-(((1S,5S)-3-oxabicyclo(3.1.0)hexan-1-yl)methoxy)-1,3,4-thiadiazol-2-yl)-2'-chloro-5'-methoxy-6-methyl-(4,4'-bipyridine)-3-carboxamide [C@]12(COC[C@H]2C1)COC1=NN=C(S1)NC(=O)C=1C=NC(=CC1C1=CC(=NC=C1OC)Cl)C